The molecule is a primary alcohol that is 1-octanol substituted by a butyl group at position 2. Metabolite observed in cancer metabolism. It has a role as a human metabolite. It is a primary alcohol, a fatty alcohol and an alkyl alcohol. It derives from a hydride of an octane. CCCCCCC(CCCC)CO